[Si](C)(C)(C)CCO 2-(TMS)ethanol